CN(C(=O)C=1C=CC(=NC1)C=1C=C2C(=NN(C2=CC1)C)C(=O)NCC1=CC=C(C=C1)C(NC)=O)C 5-[5-(dimethylcarbamoyl)pyridine-2-yl]-1-methyl-N-{[4-(methylcarbamoyl)phenyl]methyl}-1H-indazole-3-carboxamide